S-ethyl O-(iodomethyl) carbonothioate CCSC(=O)OCI